(7-bromo-6-methyl-pyrazolo[1,5-a]pyrazin-4-yl)-5-fluoro-spiro[indane-2,4'-piperidine]-1-one BrC1=C(N=C(C=2N1N=CC2)N2CCC1(CC2)C(C2=CC=C(C=C2C1)F)=O)C